6-[[3-(2,2-difluoroethoxy)-5-fluoro-2-pyridyl]oxy]-3-methyl-N-(3-methyl-1,1-dioxo-thietan-3-yl)imidazo[1,2-a]pyridine-2-carboxamide FC(COC=1C(=NC=C(C1)F)OC=1C=CC=2N(C1)C(=C(N2)C(=O)NC2(CS(C2)(=O)=O)C)C)F